3,3,7,7-tetramethoxy-5,5-di((trimethoxysilyl)methyl)-2,8-dioxa-3,7-disilonane CO[Si]1(OCCO[Si](CC(C1)(C[Si](OC)(OC)OC)C[Si](OC)(OC)OC)(OC)OC)OC